C(CCCCCCCCCCCC)C(C)(O[Si](F)(OCC)OCC)CCCCCCCC tridecyl-octyl-triethoxyfluorosilane